COC=1C=C(C=CC1OC)C1=CC=NC=2N1N=C(C2)C(=O)NC2=C(C=C(C(=O)OC)C=C2)C methyl 4-(7-(3,4-dimethoxyphenyl)pyrazolo[1,5-a]pyrimidine-2-carboxamido)-3-methylbenzoate